butylene peroxide C1CCCOO1